(R)-7-((1-(1H-imidazol-1-yl)propan-2-yl)oxy)-1-(cyclopropylmethyl)-1H-indole-2-carbaldehyde N1(C=NC=C1)C[C@@H](C)OC=1C=CC=C2C=C(N(C12)CC1CC1)C=O